tert-butyl 4-(2-fluoro-4-(4,4,5,5-tetramethyl-1,3,2-dioxaborolan-2-yl)phenyl)-3,6-dihydropyridine-1(2H)-carboxylate FC1=C(C=CC(=C1)B1OC(C(O1)(C)C)(C)C)C=1CCN(CC1)C(=O)OC(C)(C)C